3-(4-bromo-2,6-difluoro-benzyloxy)-5-[3-(4-pyrrolidin-1-yl-butyl)-ureido]Isothiazole-4-carboxylic acid amide BrC1=CC(=C(COC2=NSC(=C2C(=O)N)NC(=O)NCCCCN2CCCC2)C(=C1)F)F